2-(4-(2-(5-cyano-1,2-dimethyl-6-oxo-1,6-dihydropyridin-3-yl)-3-isopropyl-1H-indol-5-yl)piperidin-1-yl)-N,N-dimethylacetamide C(#N)C1=CC(=C(N(C1=O)C)C)C=1NC2=CC=C(C=C2C1C(C)C)C1CCN(CC1)CC(=O)N(C)C